CCC\C=C\C=C/C\C=C/CCCCCCCCCCCCC (4e,6Z,9Z)-tricosa-4,6,9-triene